tert-Butyl 9-(4-(4-chloro-7H-pyrrolo[2,3-d]pyrimidin-6-yl)phenethyl)-3,9-diazaspiro[5.5]undecane-3-carboxylate ClC=1C2=C(N=CN1)NC(=C2)C2=CC=C(CCN1CCC3(CCN(CC3)C(=O)OC(C)(C)C)CC1)C=C2